C(C)(=O)N1S(C2=C(C=CC=C2C(=O)OCC)C12C(N(C(C2)=O)C)=O)(=O)=O 2-acetyl-7-ethoxycarbonyl-1'-methyl-2H-spiro[benzo[d]isothiazole-3,3'-pyrrolidine]-2',5'-dione 1,1-dioxide